3-fluoro-5-((1,1,2,2-tetrafluoro-2a-hydroxy-4-oxo-2,2a,3,4-tetrahydro-1H-cyclopenta[cd]inden-5-yl)oxy)benzonitrile FC=1C=C(C#N)C=C(C1)OC1=C2C=3C(C(C(C3C=C1)(F)F)(F)F)(CC2=O)O